3-(7-Methyl-1H-indazol-5-yl)-2-{[4-(2-oxo-1,4-dihydro-2H-quinazolin-3-yl)-piperidine-1-carbonyl]-amino}-propionic acid 3,4,5,6-tetrahydro-2H-[1,4']bipyridinyl-4-yl ester N1(CCC(CC1)OC(C(CC=1C=C2C=NNC2=C(C1)C)NC(=O)N1CCC(CC1)N1C(NC2=CC=CC=C2C1)=O)=O)C1=CC=NC=C1